C(CCCCCCCCC=C)(=O)[SiH3] 10-undecenoylsilane